diazolidinylurea OCN1C(NC(C1(CO)N(C(=O)NCO)CO)=O)=O